2-((1-(6-Bromo-2-(4,4-difluoropiperidin-1-yl)-3-methyl-4-oxo-3,4-dihydro-quinazolin-8-yl)ethyl)amino)benzoic acid BrC=1C=C2C(N(C(=NC2=C(C1)C(C)NC1=C(C(=O)O)C=CC=C1)N1CCC(CC1)(F)F)C)=O